FC1CN(C1)C1=C(C#N)C=CN=C1 (3-fluoroazetidin-1-yl)isonicotinonitrile